FC1=NC(=CC=C1C=1CSC2=CC(=CC=C2C1C1=CC=C(C=C1)O[C@@H]1CN(CC1)CCCF)O)F 3-(2,6-difluoro-3-pyridyl)-4-[4-[(3S)-1-(3-fluoropropyl)pyrrolidin-3-yl]oxyphenyl]-2H-thiochromen-7-ol